2-(2-Aminothiazol-5-yl)-2-oxoethyl (1S,3S)-7-(3-chloro-2-fluoro-6-(1H-tetrazol-1-yl)phenyl)-1-methyl-5-oxo-1,2,3,5-tetrahydroindolizine-3-carboxylate ClC=1C(=C(C(=CC1)N1N=NN=C1)C1=CC(N2[C@@H](C[C@@H](C2=C1)C)C(=O)OCC(=O)C1=CN=C(S1)N)=O)F